C(C)[C@H]1P([C@@H](CC1)CC)C1=C(C=CC=C1)P1[C@@H](CC[C@H]1CC)CC 1,2-bis((2R,5R)-2,5-diethylphospholan-1-yl)benzene